FC1=C(C(=C(C=C1OC)OC)F)C1=CC2=C(N=C(N=C2)SC)C(=N1)N1CC(CC1)OC 6-(2,6-difluoro-3,5-dimethoxyphenyl)-8-(3-methoxypyrrolidin-1-yl)-2-(methylthio)pyrido[3,4-d]pyrimidine